BrC1=CC2=C(C3=C(S2)C=CC=C3Cl)C=C1 7-Bromo-1-chlorodibenzothiophene